nonyl 8-((8,8-bis(((Z)-non-2-en-1-yl)oxy)octyl)(2-hydroxyethyl)amino)octanoate C(\C=C/CCCCCC)OC(CCCCCCCN(CCCCCCCC(=O)OCCCCCCCCC)CCO)OC\C=C/CCCCCC